N1-(4-((3R,5R)-adamantan-1-yl)-2-chlorophenyl)benzene-1,4-diamine C12(CC3CC(CC(C1)C3)C2)C2=CC(=C(C=C2)NC2=CC=C(C=C2)N)Cl